N4-(2-cyclohexylethyl)-N2-(3,5-dichlorophenyl)quinazoline-2,4-diamine C1(CCCCC1)CCNC1=NC(=NC2=CC=CC=C12)NC1=CC(=CC(=C1)Cl)Cl